4-(tert-butyl)-N-(4-chlorobenzyl)aniline C(C)(C)(C)C1=CC=C(NCC2=CC=C(C=C2)Cl)C=C1